CN(C(C1=CC=CC=C1)=O)C(C(C)C)=O N-methyl-N-isobutyryl-benzamide